N2-[(2S)-2-aminopropyl]-5-chloro-3-methyl-N7-[(thiophen-2-yl)methyl]thieno[3,2-b]pyridine-2,7-diamine hydrochloride Cl.N[C@H](CNC1=C(C2=NC(=CC(=C2S1)NCC=1SC=CC1)Cl)C)C